NC/C(/CN1C=C2C(N(CCC2=C1)CC)=O)=C\F (E)-2-(2-(aminomethyl)-3-fluoroallyl)-5-ethyl-2,5,6,7-tetrahydro-4H-pyrrolo[3,4-c]pyridin-4-one